N1C(=CC2=CC=CC=C12)C1CC=C(CN1S(=O)(=O)C1=CC=C(C=C1)[N+](=O)[O-])C(=O)OCC ethyl 6-(1H-indol-2-yl)-1-((4-nitrophenyl) sulfonyl)-1,2,5,6-tetrahydropyridine-3-carboxylate